CC(CCOC(C)=O)CC(CC(C)C)C 3,5,7-Trimethyloctylacetat